cis-2-aminocycloheptanol hydrochloride Cl.N[C@@H]1[C@@H](CCCCC1)O